(R)-1-(2,5-difluoropyridin-3-yl)ethyl (4-(5-(1-cyanocyclopropane-1-carboxamido)-6-methylpyridin-2-yl)-1-methyl-1H-1,2,3-triazol-5-yl)carbamate C(#N)C1(CC1)C(=O)NC=1C=CC(=NC1C)C=1N=NN(C1NC(O[C@H](C)C=1C(=NC=C(C1)F)F)=O)C